[3-(5-Chloro-3-methoxyquinoxalin-6-yl)-6-{3,8-diazabicyclo[3.2.1]octan-8-yl}-1H-pyrazolo[3,4-b]pyrazin-5-yl]methanol ClC1=C2N=C(C=NC2=CC=C1C1=NNC2=NC(=C(N=C21)CO)N2C1CNCC2CC1)OC